N-{2-fluoro-4-methyl-5-[5-(morpholin-4-yl)-6-(prop-1-yn-1-yl)pyridin-3-yl]phenyl}-2-(trifluoromethyl)pyridine-4-carboxamide FC1=C(C=C(C(=C1)C)C=1C=NC(=C(C1)N1CCOCC1)C#CC)NC(=O)C1=CC(=NC=C1)C(F)(F)F